cyanuric chloride silicon [Si].N1=C(Cl)N=C(Cl)N=C1Cl